C(=O)O.CN([C@@H]1CN(CC1)C1=NC=C(C(=N1)OCC)C(=O)NC1=CC2=CN(N=C2C(=C1)F)C)C (S)-2-(3-(dimethylamino)pyrrolidin-1-yl)-4-ethoxy-N-(7-fluoro-2-methyl-2H-indazol-5-yl)pyrimidine-5-carboxamide formate